N1(CCC1)C1=CC=C(NC)C=C1 4-(azetidin-1-yl)-N-methylaniline